1-(Benzyloxycarbonylsulfamoyl)-3-[4-[2-(ethylamino)ethylcarbamoyl]phenyl]pyrrole-2-carboxylic acid benzyl ester C(C1=CC=CC=C1)OC(=O)C=1N(C=CC1C1=CC=C(C=C1)C(NCCNCC)=O)S(NC(=O)OCC1=CC=CC=C1)(=O)=O